C(C)N(CCCCCCCCCCCCSC1=C2CN(C(C2=CC=C1)=O)C1C(NC(CC1)=O)=O)CC 3-(4-((12-(diethylamino)dodecyl)thio)-1-oxoisoindolin-2-yl)piperidine-2,6-dione